3-[[[(tert-butyl)thio]thiooxymethyl]thio]propanoic acid C(C)(C)(C)SSOCSCCC(=O)O